C(C)(C)(C)OC(=O)N1C=C(C=2C1=NC=CC2)C2=C[C@H](C[NH2+]C2)C |r| (±)-5-(1-(tert-butoxycarbonyl)-1H-pyrrolo[2,3-b]pyridin-3-yl)-3-methyl-1,2,3,6-tetrahydropyridin-1-ium